ICC1=NN(C=C1)COCC[Si](C)(C)C 3-(iodomethyl)-1-((2-(trimethylsilyl)ethoxy)methyl)-1H-pyrazole